ClC1=CC(=C(C(=C1)C)C1=C(C=C(C=C1[Se]C#N)Cl)C)I 4,4'-dichloro-2-iodo-2',6-dimethyl-6'-selenocyano-1,1'-biphenyl